N-(1-([1,1'-biphenyl]-4-yl)-2-(p-toluenesulfonyl)vinyl)methacrylamide Helium [He].C1(=CC=C(C=C1)C(=CS(=O)(=O)C1=CC=C(C)C=C1)NC(C(=C)C)=O)C1=CC=CC=C1